lutetium (III) carbonate hydrate O.C([O-])([O-])=O.[Lu+3].C([O-])([O-])=O.C([O-])([O-])=O.[Lu+3]